1-[2-chloro-6-[5-(difluoromethoxy)pyrimidin-2-yl]oxy-phenyl]-4,4,4-trifluoro-butan-1-one ClC1=C(C(=CC=C1)OC1=NC=C(C=N1)OC(F)F)C(CCC(F)(F)F)=O